4-(4-(2-(2,6-dioxopiperidin-3-yl)benzyl)piperazin-1-yl)-N-(4-methyl-3-((4-(pyridin-3-yl)pyrimidin-2-yl)amino)phenyl)benzamide O=C1NC(CCC1C1=C(CN2CCN(CC2)C2=CC=C(C(=O)NC3=CC(=C(C=C3)C)NC3=NC=CC(=N3)C=3C=NC=CC3)C=C2)C=CC=C1)=O